BrC=1C(N(C=C2C=CC(=NC12)OCC)C1=CC2=CN(N=C2C=C1)CCS(=O)(=O)C)=O 8-bromo-2-ethoxy-6-(2-(2-(methylsulfonyl)ethyl)-2H-indazol-5-yl)-1,6-naphthyridin-7(6H)-one